ClC=1C=C(C=CC1F)NC(N(C)C(C)C1=CN(C(C2=CC(=CC=C12)F)=O)C)=O 3-(3-Chloro-4-fluorophenyl)-1-(1-(7-fluoro-2-methyl-1-oxo-1,2-dihydroisoquinolin-4-yl)ethyl)-1-methylurea